1-(5-bromo-2-hydroxy-3-methyl-phenyl)ethanone BrC=1C=C(C(=C(C1)C(C)=O)O)C